BrC=1C=C(C=2C=NN(C2C1)C(C)C)C(=O)NCC=1C(NC(=CC1C)C)=O 6-Bromo-N-((1,2-dihydro-4,6-dimethyl-2-oxopyridin-3-yl)methyl)-1-isopropyl-1H-indazole-4-carboxamide